3-(4-bromo-2-chlorophenyl)-1,4-oxazepan BrC1=CC(=C(C=C1)C1COCCCN1)Cl